3,3,3-trifluoropropan-1-sulfonyl chloride FC(CCS(=O)(=O)Cl)(F)F